3-(5-(6-chloroindoline-1-carbonyl)-1-oxoisoindolin-2-yl)piperidine-2,6-dione ClC1=CC=C2CCN(C2=C1)C(=O)C=1C=C2CN(C(C2=CC1)=O)C1C(NC(CC1)=O)=O